ClC1=C(C(=O)N2CC3CCC(C2)N3C=3C=C(C=CC3OCOC)S(=O)(=O)C3CCN(CC3)C(C(F)(F)F)=O)C=CC(=C1)F 1-[4-[3-[3-(2-chloro-4-fluoro-benzoyl)-3,8-diazabicyclo[3.2.1]octan-8-yl]-4-(methoxymethoxy)phenyl]sulfonyl-1-piperidyl]-2,2,2-trifluoro-ethanone